(1S,2S)-N-(6-(5-chloro-6-fluoro-7-(1-methoxyethyl)-1H-indazol-4-yl)imidazo[1,2-a]pyridin-2-yl)-2-fluorocyclopropane-1-carboxamide ClC=1C(=C2C=NNC2=C(C1F)C(C)OC)C=1C=CC=2N(C1)C=C(N2)NC(=O)[C@H]2[C@H](C2)F